N1-((S)-5-methyl-7-(3-morpholinoprop-1-yn-1-yl)-4-oxo-2,3,4,5-tetrahydrobenzo[b][1,4]oxazepin-3-yl)-N2-((R)-2-phenylpropyl)oxalamide CN1C2=C(OC[C@@H](C1=O)NC(C(=O)NC[C@H](C)C1=CC=CC=C1)=O)C=CC(=C2)C#CCN2CCOCC2